O[C@]1(CN2[C@H](CO1)CN(CC2)C(=O)C2=C(C(=CC=C2)OC)Cl)C2=C(C(=C(C=C2)F)F)F [(3R,9aS)-3-Hydroxy-3-(2,3,4-trifluorophenyl)-1,4,6,7,9,9a-hexahydropyrazino[2,1-c][1,4]oxazin-8-yl]-(2-chloro-3-methoxyphenyl)methanon